C(C)OC([C@@H](C[C@@H](C(C)(C)C1=CC=C(C=C1)C1=CC=CC=C1)N)O)=O (2R,4S)-4-Amino-5-biphenyl-4-yl-2-hydroxy-5-methylhexanoic acid ethyl ester